COC1=CC=C(C=C1)CN1N=C(C=C1)NC 1-[(4-methoxyphenyl)methyl]-N-methyl-1H-pyrazol-3-amine